4-(5-chloropyrazin-2-yl)-6-ethoxy-1-(tetrahydro-2H-pyran-2-yl)-1H-pyrazole ClC=1N=CC(=NC1)C=1C=NN(C1)C1OC(CCC1)OCC